C(C=C)(=O)N1[C@@H]2CN([C@@H]2CC1)C1=C(C(=NC2=CC(=CC=C12)C1=CC=CC2=CC=C(C(=C12)Cl)F)OC[C@H]1N(C[C@@H](C1)F)C)CC#N 4-((1R,5R)-2-acryloyl-2,6-diazabicyclo[3.2.0]hept-6-yl)-7-(8-chloro-7-fluoronaphthalen-1-yl)-2-(((2S,4R)-4-fluoro-1-methylpyrrolidin-2-yl)methoxy)quinoline-3-acetonitrile